CN(CCCNC1=NC(=NC2=CC=CC=C12)CN1CCNCC1)C N-[3-(dimethylamino)propyl]-2-[(piperazin-1-yl)methyl]quinazolin-4-amine